3-[1-oxo-5-(prop-2-ynylamino)isoindolin-2-yl]piperidine-2,6-dione O=C1N(CC2=CC(=CC=C12)NCC#C)C1C(NC(CC1)=O)=O